NC1=C2C(=NC=N1)N(N=C2C2=CC=C(C=C2)OC2=CC=CC=C2)C2CCN(CC2)CC=2C=C(C(=NC2)NC2C(NC(CC2)=O)=O)F 3-((5-((4-(4-amino-3-(4-phenoxyphenyl)-1H-pyrazolo[3,4-d]pyrimidin-1-yl)piperidin-1-yl)methyl)-3-fluoropyridin-2-yl)amino)piperidine-2,6-dione